(E)-2-(benzo[d]thiazole-2-yl)-3-(4'-(diphenylamino)-[1,1'-biphenyl]-4-yl)acrylonitrile S1C(=NC2=C1C=CC=C2)\C(\C#N)=C\C2=CC=C(C=C2)C2=CC=C(C=C2)N(C2=CC=CC=C2)C2=CC=CC=C2